ClC=1C=NC=C(C1C1=NOC(=C1/C=C/C12COC(CC1)(CC2)C2=CC=C(C=C2)C(C(=O)O)(C)C)C2CC2)OC (E)-2-(4-(4-(2-(3-(3-chloro-5-methoxypyridin-4-yl)-5-cyclopropylisoxazol-4-yl)vinyl)-2-oxabicyclo[2.2.2]oct-1-yl)phenyl)-2-methylpropanoic acid